2-cyano-3-(3,4-dihydroxyphenyl)-N-(3-hydroxyphenylpropyl)-(E)-2-propenamide C(#N)/C(/C(=O)NCCCC1=CC(=CC=C1)O)=C\C1=CC(=C(C=C1)O)O